1-(5-bromo-2-hydrazinocarbonylphenyl)-3-(3-bromo-5-chlorophenyl)-urea BrC=1C=CC(=C(C1)NC(=O)NC1=CC(=CC(=C1)Cl)Br)C(=O)NN